O[C@H]1C[C@@H]2C(C[C@H]3[C@@H]4CC[C@H]([C@@H](\C=C/[C@@H](C(C)C)C)C)[C@]4(CC[C@@H]3[C@]2(CC1)C)C)=O (22Z)-3a-hydroxy-5a-ergost-22-en-6-one